(2R)-N-[(1S)-1-[({4-Aminothieno[3,2-c]pyridin-2-yl}methyl)carbamoyl]ethyl]-2-amino-4-phenylbutanamide dihydrochloride Cl.Cl.NC1=NC=CC2=C1C=C(S2)CNC(=O)[C@H](C)NC([C@@H](CCC2=CC=CC=C2)N)=O